1-Hydroxy-4-methoxy-4-oxobutan OCCCC(=O)OC